Selenolone [Se]1(C=CC=C1)=O